C(C)(=O)O.N1=CC=C(C=C1)C(O)=N Pyridine-4-carboxylic acid imide acetate